2-(1-aminoethyl)phenol NC(C)C1=C(C=CC=C1)O